NC=1C=CC=C2C(=CN=CC12)NC1=CC=NC(=C1C(=O)NC1=CC=C(C=C1)N1CCN(CC1)C)OC 4-((8-aminoisoquinolin-4-yl)amino)-2-methoxy-N-(4-(4-methylpiperazin-1-yl)phenyl)nicotinamide